BrC1=C2C(=NC=C1)NC(C2C)=O 4-bromo-3-methyl-1,3-dihydropyrrolo[2,3-b]pyridin-2-one